N-(2,3-difluoro-4-(2-(((3S,5S)-5-fluoro-piperidin-3-yl)amino)-7-oxo-8-(2,2,2-trifluoro-ethyl)-7,8-dihydro-pyrido[2,3-d]pyrimidin-6-yl)phenyl)-1-phenyl-methanesulfonamide FC1=C(C=CC(=C1F)C1=CC2=C(N=C(N=C2)N[C@@H]2CNC[C@H](C2)F)N(C1=O)CC(F)(F)F)NS(=O)(=O)CC1=CC=CC=C1